(R)-6-(3-fluoroazepan-1-yl)quinoline-4-carboxylic acid F[C@H]1CN(CCCC1)C=1C=C2C(=CC=NC2=CC1)C(=O)O